TERT-BUTYL N-(4-FORMYLBENZYL)CARBAMATE CC(C)(C)OC(=O)NCC1=CC=C(C=C1)C=O